(rac)-(6-(4-chloro-3-methoxyphenyl)-2-azaspiro[3.4]oct-2-yl)((1s,3s)-3-hydroxy-3-methylcyclobutyl)methanone ClC1=C(C=C(C=C1)[C@H]1CC2(CN(C2)C(=O)C2CC(C2)(C)O)CC1)OC |r|